C(N)(=O)C1=C(C2(C(C3=C(C4=C(C=C(C=C4C=C3CC2(CC1=O)O)O)O)O)=O)O)[O-] 2-carbamoyl-4a,8,10,11,12a-pentahydroxy-3,12-dioxo-4,5-dihydrotetracen-1-olate